ClC=1C=C(CN2CCCC23CCN(CC3)C(=O)OC(C(F)(F)F)C(F)(F)F)C=C(C1)N1CC3C(C1)COC3 1,1,1,3,3,3-hexafluoropropan-2-yl 1-(3-chloro-5-(tetrahydro-1H-furo[3,4-c]pyrrol-5(3H)-yl) benzyl)-1,8-diazaspiro[4.5]decane-8-carboxylate